2-(8-oxa-3-azabicyclo[3.2.1]octan-3-yl)-5-chloropyridin-4-amine C12CN(CC(CC1)O2)C2=NC=C(C(=C2)N)Cl